4-(6-fluoro-2-pyridinyl)thiazol-2-amine FC1=CC=CC(=N1)C=1N=C(SC1)N